C=C=CCC 1,2-pentadiene